bromo-2,3-difluoro-N-(3-hydroxypropyl)-N-methylbenzenesulfonamide BrC1=C(C(=C(C=C1)S(=O)(=O)N(C)CCCO)F)F